6-(1-(4-(trifluoromethyl)benzyl)-1H-pyrazole-4-carbonyl)-2-(1-(trifluoromethyl)cyclopropane-1-carbonyl)-2,6-diazaspiro[3.4]octane-8-carbohydrazide FC(C1=CC=C(CN2N=CC(=C2)C(=O)N2CC3(CN(C3)C(=O)C3(CC3)C(F)(F)F)C(C2)C(=O)NN)C=C1)(F)F